C1=CC=CC=2C3=CC=CC=C3C(C12)COC(=O)N[C@H](C(=O)O)CC1=CC=C(C=C1)C1=CC(=CC=C1)C(=O)OC(C)(C)C (S)-2-((((9H-fluoren-9-yl)methoxy)carbonyl)amino)-3-(3'-(tert-butoxycarbonyl)-[1,1'-biphenyl]-4-yl)propanoic acid